(3-(tetrahydro-2H-pyran-4-yl)-1,2,4-oxadiazol-5-yl)bicyclo[2.2.2]octane-1-carbaldehyde O1CCC(CC1)C1=NOC(=N1)C1C2(CCC(C1)CC2)C=O